3-(5-Amino-6-(2-methylthiazol-5-yl)pyrazin-2-yl)-N-(1-(1-hydroxyethyl)-2-oxabicyclo[2.1.1]hexan-4-yl)-4-methylbenzenesulfonamide trifluoroacetate salt FC(C(=O)O)(F)F.NC=1N=CC(=NC1C1=CN=C(S1)C)C=1C=C(C=CC1C)S(=O)(=O)NC12COC(C1)(C2)C(C)O